4-((S)-2-methylpyrrolidine-1-carbonyl)thiazole-2-carboxamide C[C@@H]1N(CCC1)C(=O)C=1N=C(SC1)C(=O)N